C(CCC)S(=O)(=O)O butanesulphonic acid